C(C=C)(=O)O.C(C=C)(=O)O.C(C(C)(C)C)O Neopentyl alcohol diacrylate